C(C)(C)(C)OC(=O)N[C@H]1CCC(C[C@@H]2N(C1=O)[C@@H](CC2)C(=O)OC)=O methyl (3S,6S,10aR)-6-{[(tert-butoxy)carbonyl]amino}-5,9-dioxo-decahydropyrrolo[1,2-a]azocine-3-carboxylate